((1H-pyrazol-3-yl)oxy)-2-methylbutan-1-ol N1N=C(C=C1)OC(C(CC)C)O